S1C=NC2=C1C=CC(=C2)NC2=CC=NC1=CC=C(C=C21)C2=C(C=C(CN1CC3CCC(C1)N3C(=O)OC(C)(C)C)C=C2)F tert-butyl 3-(4-(4-(benzo[d]thiazol-5-ylamino)quinolin-6-yl)-3-fluorobenzyl)-3,8-diazabicyclo[3.2.1]octane-8-carboxylate